C(#N)C1=C(C=CC(=C1)C(F)(F)F)N1CCC(CC1)(C=1C=CC(=NC1)C=1C(=NC=CC1)OCC)NC(=O)N[C@@H]1CN(CC1)C 1-{1-[2-cyano-4-(trifluoromethyl)phenyl]-4-{2'-ethoxy-[2,3'-bipyridine]-5-yl}piperidin-4-yl}-3-[(3S)-1-methylpyrrolidin-3-yl]urea